S1C(=CC=C1)C1=NC2=C(N1)C=CC=C2 2-(2-thienyl)1h-benzimidazole